F[P-](F)(F)(F)(F)F.C(CC)(=O)C=1N(C=CC1)S(=O)(=O)CCC propionyl-N-propanesulfonyl-pyrrole hexafluorophosphate